9-chloro-7,7-dimethyl-6a,7,12,12a,13,14-hexahydro-6H-benzo[7,8]thiochromeno[4,3-b]quinoline ClC=1C=C2C(C3C(NC2=CC1)C=1CCC2=C(C1SC3)C=CC=C2)(C)C